2-methyl-4-(trifluoromethyl)-1H-imidazol CC=1NC=C(N1)C(F)(F)F